((1S,6R,7R)-7-(2-fluorophenyl)-3-(6-(8-methoxyquinolin-6-yl)pyrido[2,3-b]pyrazin-2-yl)-3-azabicyclo[4.1.0]heptan-7-yl)methanamine FC1=C(C=CC=C1)[C@]1([C@@H]2CCN(C[C@H]12)C=1N=C2C(=NC1)N=C(C=C2)C=2C=C1C=CC=NC1=C(C2)OC)CN